CC=1C(=NC=NC1C)N1CCN(CC1)CC1=NC2=C(N1)C=CC=C2 2-[[4-(5,6-dimethylpyrimidin-4-yl)piperazin-1-yl]methyl]-1H-benzimidazole